BrC=1C=CC2=C(N=C(O2)[C@H](C2CCC(CC2)C)NC(OC(C)(C)C)=O)C1 tert-butyl ((S)-(5-bromobenzo[d]oxazol-2-yl)((1r,4S)-4-methylcyclohexyl)-methyl)carbamate